4-hydroxy-N-(3-methoxyphenyl)-3-{2-[4-(trifluoromethoxy)phenyl]-6-oxa-2,9-diazaspiro[4.5]dec-9-yl}butanamide Tetranatrium N,N-bis(carboxylatomethyl)-L-glutamat C(=O)([O-])CN([C@@H](CCC(=O)[O-])C(=O)[O-])CC(=O)[O-].[Na+].[Na+].[Na+].[Na+].OCC(CC(=O)NC1=CC(=CC=C1)OC)N1CCOC2(CCN(C2)C2=CC=C(C=C2)OC(F)(F)F)C1